OC=1C=C2C(C(=CN(C2=CC1O)C)C1=COC=2C=C(C(=C(C2C1=O)C(=O)NCC#C)O)O)=O 3-(6,7-dihydroxy-1-methyl-4-oxo-1,4-dihydroquinolin-3-yl)-6,7-dihydroxy-4-oxo-N-(prop-2-yn-1-yl)-4H-chromene-5-carboxamide